4-[4-(1,3-benzooxazol-2-yl)-4-methylpiperidin-1-yl]-8-bromo-1-methyl-2-oxo-1,2-dihydroquinoline-3-carbonitrile O1C(=NC2=C1C=CC=C2)C2(CCN(CC2)C2=C(C(N(C1=C(C=CC=C21)Br)C)=O)C#N)C